2-(9-Bromo-2,8-dichloro-5,6-dihydro-4H-[1,4]oxazepino[5,6,7-de]quinazolin-4-yl)-N,N-dimethylethan-1-amine BrC=1C(=C2C=3C(=NC(=NC3C1)Cl)N(CCO2)CCN(C)C)Cl